ClC1=C(C=C2C(C(=CN(C2=N1)C1=C(C=C(C=C1F)F)F)C(=O)NC(C)C(C(F)(F)F)(F)F)=O)F 7-Chloro-6-fluoro-4-oxo-N-[3,3,4,4,4-pentafluorobutan-2-yl]-1-(2,4,6-trifluorophenyl)-1,4-di-hydro-1,8-naphthyridine-3-carboxamide